N-[amino(6-{[(2,4-dimethoxyphenyl)methyl]amino}pyridin-2-yl)oxo-λ6-sulfanylidene]-6-tert-butyl-2-(2,4,6-trimethylphenoxy)pyridine-3-carboxamide NS(=NC(=O)C=1C(=NC(=CC1)C(C)(C)C)OC1=C(C=C(C=C1C)C)C)(=O)C1=NC(=CC=C1)NCC1=C(C=C(C=C1)OC)OC